CN1CCN(CC1)C1=CC=NC2=C(C(=CC=C12)[N+](=O)[O-])O 4-(4-methylpiperazino)-7-nitroquinolin-8-ol